4-(4'-chloro-[1,1'-biphenyl]-3-yl)spiro[fluorene-9,9'-xanthene] ClC1=CC=C(C=C1)C1=CC(=CC=C1)C1=CC=CC2=C1C1=CC=CC=C1C21C2=CC=CC=C2OC=2C=CC=CC12